(3R,4R)-N-BOC-4-amino-3-hydroxypiperidine C(=O)(OC(C)(C)C)N1C[C@H]([C@@H](CC1)N)O